5-(4-((1-(4-(1,2-bis(4-hydroxyphenyl)but-1-en-1-yl)phenyl)piperidin-4-yl)methyl)piperazine-1-yl-2,2,3,3,5,5,6,6-d8)-2-(2,6-dioxopiperidin-3-yl)-4,6,7-triFluoroisoindoline-1,3-dione OC1=CC=C(C=C1)C(=C(CC)C1=CC=C(C=C1)O)C1=CC=C(C=C1)N1CCC(CC1)CN1C(C(N(C(C1([2H])[2H])([2H])[2H])C=1C(=C2C(N(C(C2=C(C1F)F)=O)C1C(NC(CC1)=O)=O)=O)F)([2H])[2H])([2H])[2H]